C(C)(C)(C)C(C(C(=O)OCC(COC(C(C(C1=CC=CC=C1)C(C)(C)C)(O)C(C)(C)C)=O)(COC(C(C(C1=CC=CC=C1)C(C)(C)C)(O)C(C)(C)C)=O)COC(C(C(C1=CC=CC=C1)C(C)(C)C)(O)C(C)(C)C)=O)(O)C(C)(C)C)C1=CC=CC=C1 pentaerythritol tetrakis(di-t-butyl hydroxy hydrocinnamate)